4-(N-methyl-N-(3-(N,N-diethyl-L-methionylamino)-4-methoxyphenyl)-amino)coumarin CN(C1=CC(=C(C=C1)OC)NC([C@@H](N(CC)CC)CCSC)=O)C1=CC(OC2=CC=CC=C12)=O